((1r,4r)-4-(3-bromophenoxy)cyclohexyl)methanol BrC=1C=C(OC2CCC(CC2)CO)C=CC1